FC(C[C@]1(COC[C@H](O1)COC1=CC=C(C=C1)C=1C=C(C(NC1C(F)(F)F)=O)C(=O)N)C)F 5-(4-(((2s,6s)-6-(2,2-difluoroethyl)-6-methyl-1,4-dioxan-2-yl)methoxy)phenyl)-2-oxo-6-(trifluoromethyl)-1,2-dihydropyridine-3-carboxamide